4-(4-amino-3-(difluoromethoxy)phenyl)-2,2-dimethylpiperazine-1-carboxylic acid tert-butyl ester C(C)(C)(C)OC(=O)N1C(CN(CC1)C1=CC(=C(C=C1)N)OC(F)F)(C)C